BrC=1C=C2C(=CN(C2=CC1)C(CC(C(=O)OCC1=CC=CC=C1)NC(=O)OC(C)(C)C)=O)C(=CC1=C(C=CC(=C1)C#N)OC)C#N benzyl 4-(5-bromo-3-(1-cyano-2-(5-cyano-2-methoxyphenyl) vinyl)-1H-indol-1-yl)-2-(tert-butoxycarbonylamino)-4-oxobutanoate